(S)-4-(3-{5-[(R)-(1,3-dimethyl-azetidin-3-yl)-hydroxy-(4-isopropyl-phenyl)-methyl]-pyridin-3-yl}-[1,2,4]Oxadiazol-5-yl)-azetidin-2-one CN1CC(C1)(C)[C@@](C=1C=C(C=NC1)C1=NOC(=N1)[C@@H]1CC(N1)=O)(C1=CC=C(C=C1)C(C)C)O